2-(6-(6-ethyl-2-((1-(1-methylpiperidine-4-yl)-1H-indol-5-yl)amino)-7H-pyrrolo[2,3-d]pyrimidin-7-yl)pyridin-2-yl)propan-2-ol C(C)C1=CC2=C(N=C(N=C2)NC=2C=C3C=CN(C3=CC2)C2CCN(CC2)C)N1C1=CC=CC(=N1)C(C)(C)O